OCC1=C(C=NC=C1)N1CCCCC1 (3S)-1-[4-(hydroxymethyl)pyridin-3-yl]piperidin